B(OC(C)(C[C@@H](C)O)C)(O)OC[C@@H](CO)C=1C=NC=C(C1)C1=CC(=C(C=C1)OC)OCCC (R)-4-hydroxy-2-methylpentan-2-yl hydrogen ((R)-3-hydroxy-2-(5-(4-methoxy-3-propoxyphenyl) pyridin-3-yl) propyl) borate